COCCN1N=C(C2=CC=CC=C12)C(=O)OC methyl 1-(2-methoxyethyl)-1H-indazole-3-carboxylate